NCCCN[C@@H](CCCN)C(=O)O 3-aminopropan-1-yl-(ornithine)